Cl.C1(CC1)N cyclopropane-1-amine hydrochloride